6-Chloro-3-[(1R)-1-[3,6-dimethyl-4-oxo-2-(1-oxo-2H-isoquinolin-6-yl)chromen-8-yl]ethoxy]pyridine-2-carboxamide ClC1=CC=C(C(=N1)C(=O)N)O[C@H](C)C=1C=C(C=C2C(C(=C(OC12)C=1C=C2C=CNC(C2=CC1)=O)C)=O)C